FC(C(=O)O)(F)F.C(#N)COC1=C(C(=C(C=C1)C1=CN=C(N1C)C(=O)NC1=CC(=C(C=C1)C(=O)N1CCN(CC1)C(=O)[C@H]1CNCC1)C)F)F (R)-5-(4-(cyanomethoxy)-2,3-difluorophenyl)-1-methyl-N-(3-methyl-4-(4-(pyrrolidine-3-carbonyl)piperazine-1-carbonyl)phenyl)-1H-imidazole-2-carboxamide 2,2,2-trifluoroacetate